NC(CCCCC(C)N)C 1,2-bis(2-aminopropyl)ethane